OCC1C(CC(O1)O)O 5-(hydroxymethyl)tetrahydrofuran-2,4-diol